C(N)(OC1C(SC2=C(N=C1)C=CC=C2)C)=O methyl-2,3-dihydro-1,5-benzothiazepin-3-yl carbamate